methyl iodopropionate IC(C(=O)OC)C